FC(C)(F)C1=NC(=CC(=C1)NC1=CC(=NC=C1OCC1=CC=NC=C1)NC(C)=O)C N-(4-((2-(1,1-difluoroethyl)-6-methylpyridin-4-yl)amino)-5-(pyridin-4-ylmethoxy)pyridin-2-yl)acetamide